(1R,3s,5S)-3-((5-cyclopropyl-3-isopropylpyrazolo[1,5-a]pyrimidin-7-yl)amino)-8-azabicyclo[3.2.1]octane-8-carboxylic acid (3-fluoro-1-(2-fluoroacryloyl)azetidin-3-yl)methyl ester FC1(CN(C1)C(C(=C)F)=O)COC(=O)N1[C@H]2CC(C[C@@H]1CC2)NC2=CC(=NC=1N2N=CC1C(C)C)C1CC1